3-[6-amino-5-(2-chloro-3,6-difluoro-benzyloxy)-pyridin-3-yl]-N-(1-methyl-piperidin-4-yl)-benzamide NC1=C(C=C(C=N1)C=1C=C(C(=O)NC2CCN(CC2)C)C=CC1)OCC1=C(C(=CC=C1F)F)Cl